4,5,6,7-tetrahydro-1H-indazol-5-amine N1N=CC=2CC(CCC12)N